5-chloro-3-(3-tert-butylphenoxy)-N-(3,5-di-tert-butylphenyl)benzenamine ClC=1C=C(C=C(C1)NC1=CC(=CC(=C1)C(C)(C)C)C(C)(C)C)OC1=CC(=CC=C1)C(C)(C)C